4-(1,1-dimethylethoxycarbonyl)piperazine CC(C)(OC(=O)N1CCNCC1)C